[Cl-].C1(=CC=CC=C1)P(C1=CC=CC=C1)(C1=CC=CC=C1)=[N+]=P(C1=CC=CC=C1)(C1=CC=CC=C1)C1=CC=CC=C1 bis-(triphenylphosphoranylidene)ammonium chloride